C(#N)[C@H]1[C@@H](COCC1)N1N=CC(=C1)C(=O)N 1-(trans-4-cyanotetrahydro-2H-pyran-3-yl)-1H-pyrazole-4-carboxamide